COC1=CC=C(C=C1)[C@@H]1N(CC[C@H]1CNS(=O)(=O)C1=CC=C(C=C1)OC(F)(F)F)C N-(((2R,3S)-2-(4-methoxyphenyl)-1-methylpyrrolidin-3-yl)methyl)-4-(trifluoromethoxy)benzenesulfonamide